1,4-di-tert-butyl 2-methyl (S)-piperazine-1,2,4-tricarboxylate N1([C@@H](CN(CC1)C(=O)OC(C)(C)C)C(=O)OC)C(=O)OC(C)(C)C